D-8-bromo-4-(pyrrolidin-1-ylmethyl)quinolin-2-ol BrC=1C=CC=C2C(=CC(=NC12)O)CN1CCCC1